tert-Butyl 4-{4-[7-(quinolin-6-ylmethyl)imidazo[1,2-b][1,2,4]triazin-2-yl]-1H-pyrazol-1-yl}piperidine-1-carboxylate N1=CC=CC2=CC(=CC=C12)CC1=CN=C2N1N=C(C=N2)C=2C=NN(C2)C2CCN(CC2)C(=O)OC(C)(C)C